ClC=1C=C(C=CC1F)[C@H](NC(=O)[C@H]1NC(NC1)=O)[C@@H]1C=2C=CC=C(C2C1)Cl (S)-N-((R)-(3-chloro-4-fluoro-phenyl)((S)-2-chlorobicyclo[4.2.0]-octa-1(6),2,4-trien-7-yl)methyl)-2-oxoimidazolidine-4-carboxamide